FC=1C=NC(=NC1)N1CCC(CC1)OC[C@@H]1N(CCC[C@@H]1NC(=O)[C@H]1OCCC1)C(=O)C1(CCC1)O (2S)-N-[cis-2-({[1-(5-fluoropyrimidin-2-yl)piperidin-4-yl]oxy}methyl)-1-(1-hydroxycyclobutane-1-carbonyl)piperidin-3-yl]oxolane-2-carboxamide